diisobutyltrimethoxysilane C(C(C)C)C(O[SiH](OC)OC)CC(C)C